(1R,5S,6s)-tert-butyl 6-((5-(tert-butylamino)-2-(1-(tetrahydro-2H-pyran-2-yl)-1H-pyrazol-5-yl) thieno[3,2-b]pyridin-7-yl) amino)-3-azabicyclo[3.1.0]hexane-3-carboxylate C(C)(C)(C)NC1=CC(=C2C(=N1)C=C(S2)C2=CC=NN2C2OCCCC2)NC2[C@@H]1CN(C[C@H]21)C(=O)OC(C)(C)C